C(C#CC)(=O)N1C[C@H](N(CC1)S(=O)(=O)C)C=1C=C(C=C(C1)Cl)C1=CC(=CC=C1)NC(C)=O (R)-N-(3'-(4-(but-2-ynoyl)-1-(methylsulfonyl)piperazin-2-yl)-5'-chloro-[1,1'-biphenyl]-3-yl)acetamide